[Co].CC=1NC=CN1 2-methylimidazole cobalt salt